ClC1=NC(=NS1)C 5-chloro-3-methyl-1,2,4-thiadiazole